N'-(4-(3-((4-cyanobenzyl)oxy)oxetan-3-yl)-2,5-dimethylphenyl)-N-ethyl-N-methylformimidamide C(#N)C1=CC=C(COC2(COC2)C2=CC(=C(C=C2C)N=CN(C)CC)C)C=C1